4-chloro-N'-[(dimethylamino)methylidene]-6-(morpholin-4-yl)pyridine-2-carbohydrazide ClC1=CC(=NC(=C1)N1CCOCC1)C(=O)NN=CN(C)C